2-(2-aminopyrimidin-4-yl)phenol NC1=NC=CC(=N1)C1=C(C=CC=C1)O